1-(4-(chloromethyl)-phenyl)-4-methylpiperazin-2-one ClCC1=CC=C(C=C1)N1C(CN(CC1)C)=O